tert-butyl N-(1-{4-[(tert-butoxycarbonyl)(thiophen-2-ylmethyl)amino]-7-methylthieno[3,2-c]pyridazin-6-yl}-3-(2,2-difluorocyclopropyl)propan-2-yl)carbamate C(C)(C)(C)OC(=O)N(C=1C2=C(N=NC1)C(=C(S2)CC(CC2C(C2)(F)F)NC(OC(C)(C)C)=O)C)CC=2SC=CC2